FC1=C(C(=CC=C1)F)C#CC1=C2C=NNC2=CC=C1 4-((2,6-difluorophenyl)ethynyl)-1H-indazole